BrC=1C(=C2C=NNC2=CC1F)C1=CC=2N(C=C1)N=C(C2)NC(=O)[C@H]2[C@H](C2)F (1S,2S)-N-(5-(5-bromo-6-fluoro-1H-indazol-4-yl)pyrazolo[1,5-a]pyridin-2-yl)-2-fluorocyclopropane-1-carboxamide